C(C)(C)(C)C1=CC=C(C=C1)C(C)C1=C(C=C(C=C1)O)O 4-[1-(4-Tert-butylphenyl)ethyl]benzene-1,3-diol